1-[4-(4-Cyclobutoxy-6-methyl-pyrimidin-2-yl)-2,6-difluoro-phenyl]-pyrrolidine C1(CCC1)OC1=NC(=NC(=C1)C)C1=CC(=C(C(=C1)F)N1CCCC1)F